ClC(C1=NC(=NC(=N1)C(Cl)(Cl)Cl)C1=CC=C(C2=CC=CC=C12)OC)(Cl)Cl 2,4-bistrichloromethyl-6-4-methoxynaphthyl-1,3,5-triazine